CN(C(N)(C1=CC=CC=C1)C1=CC=CC=C1)C dimethyl-diphenyl-diaminomethane